C(CCC)C=1C(=C(C(=NC1C(=O)O)C(=O)O)CCCC)OC di-n-butyl-4-methoxypyridine-2,6-dicarboxylic acid